O=C1CC2SCC=C(N12)C(=O)O 8-oxo-5-thia-1-azabicyclo[4.2.0]Oct-2-ene-2-carboxylic acid